(R)-4-benzyl-3-((S)-3-cyclohexyl-2-(hydroxymethyl)propanoyl)oxazolidin-2-one C(C1=CC=CC=C1)[C@H]1N(C(OC1)=O)C([C@@H](CC1CCCCC1)CO)=O